NCC(O)C=1C=NC(=NC1)C1=C(C=C(C#N)C=C1)OC=1N(N=C(C1)C1CCC1)C 4-[5-(2-amino-1-hydroxyethyl)pyrimidin-2-yl]-3-(5-cyclobutyl-2-methylpyrazol-3-yl)oxybenzonitrile